3-(4-bromophenyl)-tert-butylpropylcarbamate BrC1=CC=C(C=C1)CCCN(C([O-])=O)C(C)(C)C